(R)-8-(5-((5-(2-amino-6-bromo-1H-benzo[d]imidazol-1-yl)-4-methylpentyl)oxy)-1-Methyl-1H-pyrazol-4-yl)imidazo[1,2-a]pyridine-6-carboxylate NC1=NC2=C(N1C[C@@H](CCCOC1=C(C=NN1C)C=1C=3N(C=C(C1)C(=O)[O-])C=CN3)C)C=C(C=C2)Br